3-Bromo-2-fluoro-6-methoxybenzoic acid BrC=1C(=C(C(=O)O)C(=CC1)OC)F